2-(1-(4-amino-3-iodo-1H-pyrazolo[3,4-d]pyrimidin-1-yl)ethyl)-3-phenyl-4H-chromen-4-one NC1=C2C(=NC=N1)N(N=C2I)C(C)C=2OC1=CC=CC=C1C(C2C2=CC=CC=C2)=O